2-(2-CHLORoPHENYL)-2-(METHYLAMINO)CYCLOHEXAN-1-ONE (2-methylpropyl)-5,6,7,8-tetrahydro-1,6-naphthyridine-2-sulfonate CC(COS(=O)(=O)C1=NC=2CCNCC2C=C1)C.ClC1=C(C=CC=C1)C1(C(CCCC1)=O)NC